ClC1=CC(=C(C=C1)/C=C/C(=O)N[C@H](C(=O)O)CC1CC1)F (S,E)-2-(3-(4-chloro-2-fluorophenyl)acrylamido)-3-cyclopropylpropanoic acid